Sodium Chloride Disodium hydrogenphosphate P(=O)(O)([O-])[O-].[Na+].[Na+].[Cl-].[Na+]